methyl 2-((4-(2-(4-chloro-2-fluorophenyl)-4-carbonylchroman-8-yl)piperidin-1-yl)methyl)-1-(((S)-oxetan-2-yl)methyl)-1H-benzo[d]imidazole-6-carboxylate ClC1=CC(=C(C=C1)C1OC2=C(C=CC=C2C(C1)=C=O)C1CCN(CC1)CC1=NC2=C(N1C[C@H]1OCC1)C=C(C=C2)C(=O)OC)F